salicylidenaminophenol C(C=1C(O)=CC=CC1)=NC1=C(C=CC=C1)O